methyl 2-bromomethyl-4-thiazolecarboxylate BrCC=1SC=C(N1)C(=O)OC